1,2-diacetylbenzene C(C)(=O)C1=C(C=CC=C1)C(C)=O